COC(C1CCN(CC1)C1=CC=C(C=C1)[C@H]1C=2C=CC(=CC2CC[C@H]1C1CCC(CC1)(C)C)O)OC (5S,6S)-5-(4-(4-(dimethoxymethyl)piperidin-1-yl)phenyl)-6-(4,4-dimethylcyclohexyl)-5,6,7,8-tetrahydronaphthalen-2-ol